CC1=CC=C(C(=N1)C#CC)N 6-methyl-2-(prop-1-yn-1-yl)pyridin-3-amine